3-(4-morpholinopyrido[3',2':4,5]furo[3,2-d]pyrimidin-2-yl)phenol O1CCN(CC1)C=1C2=C(N=C(N1)C=1C=C(C=CC1)O)C1=C(O2)N=CC=C1